C(#N)N1C[C@]2(CC2C1)NC(=O)C1=CC=C(C=C1)C1=C(C=CC=C1)NC1=CC=CC=C1 N-((1R)-3-cyano-3-azabicyclo[3.1.0]hexan-1-yl)-2'-(phenylamino)-[1,1'-biphenyl]-4-carboxamide